benzyl ((S)-1-amino-1-oxo-3-((S)-2-oxopiperidin-3-yl)propan-2-yl)carbamate NC([C@H](C[C@H]1C(NCCC1)=O)NC(OCC1=CC=CC=C1)=O)=O